C(=O)(O)CC(CCC[C@H](N)C(=O)O)N epsilon-(Carboxymethyl)lysine